Cl.N[C@H](C(=O)OCC)CC1=CNC2=CC=CC=C12 (S)-ethyl 2-amino-3-(1H-indol-3-yl)propanoate hydrochloride